3,5,7-triethoxychromen-4-one C(C)OC1=COC2=CC(=CC(=C2C1=O)OCC)OCC